FC1=C(CC2(CCC2)CN)C=CC(=C1)F (1-(2,4-difluorobenzyl)cyclobutyl)methanamine